CC=1N=C(NC1C(=O)OCC)C1=C(C(=CC=C1)Cl)F ethyl 4-methyl-2-(3-chloro-2-fluorophenyl)-1H-imidazole-5-carboxylate